CN1N=CC2=CC=C(C(=C12)C)OC1CC2(CN(C2)CCCC2=C(C(NN=C2)=O)C)C1 5-(3-(6-((1,7-dimethyl-1H-indazol-6-yl)oxy)-2-azaspiro[3.3]heptan-2-yl)propyl)-4-methylpyridazin-3(2H)-one